N-(5-(2-(1,3-dihydro-2H-pyrrolo[3,4-c]pyridin-2-yl)acetamido)-2-methylpyridin-3-yl)-7-(1-methyl-1H-pyrazol-4-yl)-[1,2,4]triazolo[4,3-a]pyridine-3-carboxamide C1N(CC=2C=NC=CC21)CC(=O)NC=2C=C(C(=NC2)C)NC(=O)C2=NN=C1N2C=CC(=C1)C=1C=NN(C1)C